(1S,3S)-3-((6-(5-((((cyclobutylmethyl)(methyl)carbamoyl)oxy)methyl)-1-methyl-1H-1,2,3-triazol-4-yl)-2-cyclopropylpyridin-3-yl)oxy)cyclohexane-1-carboxylic acid C1(CCC1)CN(C(=O)OCC1=C(N=NN1C)C1=CC=C(C(=N1)C1CC1)O[C@@H]1C[C@H](CCC1)C(=O)O)C